Ethyl (R)-2-(tert-butylsulfinyl)-4-(3-(3-(dimethylamino)prop-1-yn-1-yl)phenyl)-2,3-dihydro-1H-pyrrolo[3,4-c]pyridine-6-carboxylate C(C)(C)(C)[S@@](=O)N1CC=2C(=NC(=CC2C1)C(=O)OCC)C1=CC(=CC=C1)C#CCN(C)C